NC1=C(N=C2N1C(=CC(=C2)C=O)OC)C2=CC=1C(=NC(=CC1)CC)N2CC2CC2 [3-amino-2-[1-(cyclopropylmethyl)-6-ethylpyrrolo[2,3-b]pyridin-2-yl]-5-methoxyimidazo[1,2-a]pyridin-7-yl]methanone